Cl[Pd-](C1=C(C=CC=C1)C1=C(C=CC=C1)N)P(C(C)(C)C)(C(C)(C)C)C(C)(C)C chloro(tri-tert-butylphosphino)(2'-amino-1,1'-biphenyl-2-yl)palladium (II)